3-(5-cyclopropyl-4-(4-methylpyridin-2-yl)isoxazol-3-yl)-1-isopropyl-1H-pyrazolo[4,3-c]pyridin-4-amine C1(CC1)C1=C(C(=NO1)C1=NN(C2=C1C(=NC=C2)N)C(C)C)C2=NC=CC(=C2)C